C(#N)[C@@H](C[C@H]1C(NCCC1)=O)NC(=O)[C@@H]1N(C[C@@H]2[C@H]1CC(C2)(F)F)C(=O)C=2NC1=C(C(=CC(=C1C2)F)Cl)F (1R,3aS,6aR)-N-((R)-1-cyano-2-((S)-2-oxopiperidin-3-yl)ethyl)-2-(4,7-difluoro-6-chloro-1H-indole-2-carbonyl)-5,5-difluorooctahydrocyclopenta[c]pyrrole-1-carboxamide